C(C)NCC(C)NCC N,N'-diethyl-1,2-diaminopropane